(R)-2-(N-Acetylcarbamoyl)-7-(dimethylamino)-3,10,12-trihydroxy-11-oxo-5a,6-dihydro-5H-naphthacen-1-yl acetate C(C)(=O)OC1=C(C(=CC=2C[C@@H]3CC4=C(C=CC(=C4C(C3=C(C12)O)=O)O)N(C)C)O)C(NC(C)=O)=O